2-(2,6-dimethyl-4-((4-(5-methylpyridin-2-yl)piperazin-1-yl)methyl)phenoxy)-2-methylpropanoic acid ethyl ester C(C)OC(C(C)(C)OC1=C(C=C(C=C1C)CN1CCN(CC1)C1=NC=C(C=C1)C)C)=O